N'-acetyl-4-amino-N-(2-fluoro-4-(trifluoromethyl)benzyl)-N',1,3-trimethylimidazo[1,5-a]quinoxaline-8-carbohydrazide C(C)(=O)N(N(C(=O)C1=CC=C2N=C(C=3N(C2=C1)C(=NC3C)C)N)CC3=C(C=C(C=C3)C(F)(F)F)F)C